F[C@@H]1C[C@@]2(CCCN2C1)COC=1N=C(C2=C(N1)C[C@@]1(OC2)CC[C@@H](C2=CC=C(C=C21)N)C)N2CCOCCC2 (1S,4S)-2'-(((2R,7aS)-2-fluorotetrahydro-1H-pyrrolizin-7a(5H)-yl)methoxy)-4-methyl-4'-(1,4-oxazepan-4-yl)-3,4,5',8'-tetrahydro-2H-spiro[naphthalene-1,7'-pyrano[4,3-d]pyrimidin]-7-amine